C1(CC1)OC1=CC(=CC2=C1N=C(S2)N2[C@@H]1C[C@H]([C@H](C2)C1)OCC1=C(C=NN1C1CC1)C1=C(C=CC=C1Cl)Cl)C(=O)O 4-cyclopropoxy-2-[(1S,4S,5R)-5-[[1-cyclopropyl-4-(2,6-dichlorophenyl)-1H-pyrazol-5-yl]methoxy]-2-azabicyclo[2.2.1]heptan-2-yl]-1,3-benzothiazole-6-carboxylic acid